C1OCC12CC(C2)NC(=O)[C@@H]2CC21CCN(CC1)C(=O)OC(C(F)(F)F)C(F)(F)F |r| 1,1,1,3,3,3-hexafluoropropan-2-yl (±)-1-((2-oxaspiro[3.3]heptan-6-yl)carbamoyl)-6-azaspiro[2.5]octane-6-carboxylate